O-methyl-(Z)-threonine CO[C@@H]([C@H](N)C(=O)O)C